1-((R)-2-(3-((2-((3S,4R)-3-fluoro-4-methoxypiperidin-1-yl)pyrimidin-4-yl)amino)-8-(3-((methylsulfonyl)methyl)azetidin-1-yl)isoquinolin-5-yl)azetidin-1-yl)prop-2-en-1-one F[C@H]1CN(CC[C@H]1OC)C1=NC=CC(=N1)NC=1N=CC2=C(C=CC(=C2C1)[C@@H]1N(CC1)C(C=C)=O)N1CC(C1)CS(=O)(=O)C